stannet [SnH]1=CC=C1